(S)-2-(3-(benzyloxy)phenyl)-2-cyclopropylethanol C(C1=CC=CC=C1)OC=1C=C(C=CC1)[C@@H](CO)C1CC1